C(OCCCN(CC)CC)(OCCC1COC(OC1)(C)C)=O 3-(diethylamino)propyl (2-(2,2-dimethyl-1,3-dioxan-5-yl)ethyl) carbonate